ClC1=C2N=C(NC2=NC=N1)\C=C\C1=CC=CC=C1 (E)-6-chloro-8-styryl-9H-purine